(4-Bromophenyl)-3-methyl-1,4-ditosyl-1H-pyrazole BrC1=CC=C(C=C1)C1=C(C(=NN1S(=O)(=O)C1=CC=C(C)C=C1)C)S(=O)(=O)C1=CC=C(C)C=C1